2,4-diaminoquinazolin NC1=NC2=CC=CC=C2C(=N1)N